C1(CC1)N1C(CCC2=C1N=C(N=C2)NC2=C(C=C(C=C2)N2CCN(CC2)C)OC)=O 8-Cyclopropyl-2-((2-methoxy-4-(4-methylpiperazin-1-yl)phenyl)amino)-5,8-dihydropyrido[2,3-d]pyrimidin-7(6H)-one